CC1=NC(=NC(=C1S(=O)(=O)N1CC2(C1)CN(C2)C2CC1(COC1)C2)C)C(F)(F)F 2-((4,6-Dimethyl-2-(trifluoromethyl)pyrimidin-5-yl)sulfonyl)-6-(2-oxaspiro[3.3]heptan-6-yl)-2,6-diazaspiro[3.3]heptane